triazapentacyclo[12.2.2.01,12.03,11.04,9]octadeca-4,6,8-triene-13,17-dione C123NN4C5=NC=CC=C5CC4C1C(C(CC2)CC3=O)=O